7-(4-((1R,5S)-3,8-diazabicyclo[3.2.1]octan-3-yl)-8-fluoro-2-(((2R,7aS)-2-fluorotetrahydro-1H-pyrrolizin-7a(5H)-yl)methoxy)quinazolin-7-yl)-1-ethyl-1H-indazol-5-amine [C@H]12CN(C[C@H](CC1)N2)C2=NC(=NC1=C(C(=CC=C21)C=2C=C(C=C1C=NN(C21)CC)N)F)OC[C@]21CCCN1C[C@@H](C2)F